N-ethyl-N-(trifluorosulfanylamino)ethylamine C(C)N(NS(F)(F)F)CC